FC1(CNCCC1NC(=O)C1=C(OC2=C1C=C(C=C2)COC=2C(=NC=CC2)C(F)(F)F)C)F N-(3,3-difluoropiperidin-4-yl)-2-methyl-5-(((2-(trifluoromethyl)pyridin-3-yl)oxy)methyl)benzofuran-3-carboxamide